1-(3-fluorobenzyl)-2-methyl-6-(3-(1-methyl-1H-pyrazol-4-yl)-5H-pyrrolo[2,3-b]pyrazin-5-yl)-1H-imidazo[4,5-b]pyridine FC=1C=C(CN2C(=NC3=NC=C(C=C32)N3C=CC=2C3=NC(=CN2)C=2C=NN(C2)C)C)C=CC1